2-Chloro-N3,N3-dimethyl-4-(methylsulfonyl)-N1-(1-phenyl-1H-1,2,4-triazol-5-yl)isophthalamid ClC1=C(C(=O)NC2=NC=NN2C2=CC=CC=C2)C=CC(=C1C(=O)N(C)C)S(=O)(=O)C